S(C)(=O)(=O)O.FC1=C(C=CC(=N1)C(=O)NC)N1CCN(CC1)CC=1C(=C2NC(C(=NC2=CC1)C)=O)F 6-fluoro-5-[4-[(5-fluoro-2-methyl-3-oxo-4H-quinoxalin-6-yl)methyl]piperazin-1-yl]-N-methyl-pyridine-2-carboxamide mesylate